N1C=NC2=C1C=CC(=C2)N2C(NCC2C2=C(C=CC=C2N2CCN(CC2)CC)Cl)=O 1-(1H-benzo[d]imidazol-5-yl)-5-(2-chloro-6-(4-ethylpiperazin-1-yl)phenyl)imidazolidin-2-one